BrC1=C(C=C(C=C1)N1CCOCC1)C 4-(4-bromo-3-methyl-phenyl)morpholine